ClC1=C(C=C2CCN(CC2=C1)C)NC1=NC=C(C(=N1)C1=CC(=C(S1)C(=O)N1CCOCC1)S(=O)(=O)C)C(F)(F)F (5-(2-((7-chloro-2-methyl-1,2,3,4-tetrahydroisoquinolin-6-yl)amino)-5-(trifluoromethyl)pyrimidin-4-yl)-3-(methylsulfonyl)thiophen-2-yl)(morpholino)methanone